ClC=1N=C(C2=C(N1)N=C(C=C2)C2=CC=CC=C2)N 2-chloro-7-phenylpyrido[2,3-d]pyrimidin-4-amine